3-(5-((1R,4R)-5-((4'-chloro-5,5-dimethyl-3,4,5,6-tetrahydro-[1,1'-biphenyl]-2-yl)methyl)-2,5-diazabicyclo[2.2.1]heptane-2-carbonyl)-1-oxoisoindolin-2-yl)piperidine-2,6-dione ClC1=CC=C(C=C1)C1=C(CCC(C1)(C)C)CN1[C@H]2CN([C@@H](C1)C2)C(=O)C=2C=C1CN(C(C1=CC2)=O)C2C(NC(CC2)=O)=O